N-methyl-4-(prop-2-yn-1-ylamino)-3-(trifluoromethyl)benzamide CNC(C1=CC(=C(C=C1)NCC#C)C(F)(F)F)=O